C(C)N1C=C(C2=C(C=CC(=C12)F)Br)C ethyl-4-bromo-7-fluoro-3-methyl-1H-indole